(R)-tert-butyl (1-(5-chloro-3-(1-(2,4-dichlorophenyl)ethyl)-3H-[1,2,3]triazolo[4,5-d]pyrimidin-7-yl)cyclopropyl)carbamate ClC=1N=C(C2=C(N1)N(N=N2)[C@H](C)C2=C(C=C(C=C2)Cl)Cl)C2(CC2)NC(OC(C)(C)C)=O